isophthalamide-15N2 C(C1=CC(C(=O)[15NH2])=CC=C1)(=O)[15NH2]